CC(CCN(CCC(C)C)CCC(C)C)C 3-methyl-N,N-bis(3-methylbutyl)butan-1-amine